methyl (2S,3R)-3-hydroxy-2-[[4-[2-(4-nitrophenyl)ethynyl]benzoyl]amino]butanoate O[C@@H]([C@@H](C(=O)OC)NC(C1=CC=C(C=C1)C#CC1=CC=C(C=C1)[N+](=O)[O-])=O)C